CC1(CC=C(CC1)C(C=O)C)C 2-(4,4-dimethylcyclohex-1-en-1-yl)propanal